[4-(5-tert-butyl-1,2,4-oxadiazol-3-yl)phenyl]-[4-(5-methoxyoxazolo[4,5-b]pyridin-2-yl)piperazin-1-yl]methanone C(C)(C)(C)C1=NC(=NO1)C1=CC=C(C=C1)C(=O)N1CCN(CC1)C=1OC=2C(=NC(=CC2)OC)N1